rac-Methyl (R)-6-(3-fluoropiperidin-1-yl)quinoline-4-carboxylate F[C@H]1CN(CCC1)C=1C=C2C(=CC=NC2=CC1)C(=O)OC |r|